C(C)C1=NC(=CC=C1C1CCC(CC1)N1CC2(CS(C2)(=O)=O)CC1)C(F)(F)F 6-((1s,4s)-4-(2-ethyl-6-(trifluoromethyl)pyridin-3-yl)cyclohexyl)-2-thia-6-azaspiro[3.4]octane 2,2-dioxide